N-(4-bromo-2-cyclopropyl-5-methylphenyl)-N-[2-(methoxymethyl)-2H,3H-[1,4]dioxino[2,3-b]pyridin-6-yl]but-2-ynamide BrC1=CC(=C(C=C1C)N(C(C#CC)=O)C1=CC=C2C(=N1)OCC(O2)COC)C2CC2